FC=1C(=NC=C(C1C1=C(C=NC(=C1)C)C(=O)NC=1SC(=NN1)O[C@@H]1C[C@@H](CCC1)O)OC)C 3'-fluoro-N-(5-(((1S,3R)-3-hydroxycyclohexyl)oxy)-1,3,4-thiadiazol-2-yl)-5'-methoxy-2',6-dimethyl-[4,4'-bipyridine]-3-carboxamide